N-((S)-1-(((S)-4-(4-cyanophenoxy)-3-oxo-1-((S)-2-oxopiperidin-3-yl)butan-2-yl)amino)-4-methyl-1-oxopentan-2-yl)-4-methoxy-1H-indole-2-carboxamide C(#N)C1=CC=C(OCC([C@H](C[C@H]2C(NCCC2)=O)NC([C@H](CC(C)C)NC(=O)C=2NC3=CC=CC(=C3C2)OC)=O)=O)C=C1